COC=1C(=NC(=CC1)OC)CCNC(OC(C)(C)C)=O tert-butyl (2-(3,6-dimethoxypyridin-2-yl)ethyl)carbamate